tert-butyl 3-(5-(5-(1-(6-(4-(2,4-dioxotetrahydropyrimidin-1(2H)-yl)-3-fluorophenyl)-2-azaspiro[3.3]heptan-2-yl)ethyl)pyridin-2-yl)-4-methylpyrimidin-2-yl)isoxazole-5-carboxylate O=C1N(CCC(N1)=O)C1=C(C=C(C=C1)C1CC2(CN(C2)C(C)C=2C=CC(=NC2)C=2C(=NC(=NC2)C2=NOC(=C2)C(=O)OC(C)(C)C)C)C1)F